COC1=C(C=C(C=C1)S(=O)(=O)NC)NC1=NC=CC(=N1)NC1=CC=C2C(=NNC2=C1)C 4-methoxy-N-methyl-3-({4-[(3-methyl-1H-indazol-6-yl)amino]-2-pyrimidinyl}amino)benzenesulfonamide